Diphenylmethyl-2-tetrahydropyranyl ether C1(=CC=CC=C1)C(C1=CC=CC=C1)OC1OCCCC1